C(C)(C)(C)OC(=O)N[C@@H](C(CN(C(OCC1=CC=CC=C1)=O)C(C)C)CO)C benzyl ((3R)-3-((tert-butoxycarbonyl)amino)-2-(hydroxymethyl)butyl)(isopropyl)carbamate